(4-isopropyl)phenylglycine C(C)(C)C1=CC=C(C(N)C(=O)O)C=C1